O1CCN(CC1)CCNC(=O)C1CCN(CC1)C1=NN=CC=2C1=NN(C2)C2=CC=C(C=C2)C N-(2-morpholinoethyl)-1-(2-(p-tolyl)-2H-pyrazolo[3,4-d]pyridazin-7-yl)piperidine-4-carboxamide